ClC=1C(=C(C=C(C1OCC(CO)(F)F)C)C=1C(CC(NN1)=O)C)F 6-[3-chloro-4-(2,2-difluoro-3-hydroxypropoxy)-2-fluoro-5-methylphenyl]-5-methyl-4,5-dihydro-2H-pyridazin-3-one